NC1=NC(=CC(=C1)NCCCC)CC1=CC=C(C=C1)CN1CC2CNCC2C1 2-Amino-4-(butylamino)-6-(4-((hexahydropyrrolo[3,4-c]pyrrol-2(1H)-yl)methyl)benzyl)pyridin